N-(2,3,5-trifluorobenzyl)acetamide FC1=C(CNC(C)=O)C=C(C=C1F)F